C1(CC1)N1C(CC(C1)CNC=1N=NC(=C2C1C=NC=C2)C2=C(C=C(C=C2)C(F)(F)F)O)=O 1-cyclopropyl-4-[[[1-[2-hydroxy-4-(trifluoromethyl)phenyl]pyrido[3,4-d]pyridazin-4-yl]amino]methyl]pyrrolidin-2-one